aminopyridinecarboxylic acid methyl ester COC(=O)C1=NC=CC=C1N